(3S)-N-((E)-4-((2,6-difluoro-4-(8-(1-hydroxy-4-methyl-2,3-dihydro-1H-inden-5-yl)indolizine-3-carbonyl)phenyl)amino)-4-oxobut-2-en-1-yl)tetrahydrofuran-3-aminium 2,2,2-trifluoroacetate FC(C(=O)[O-])(F)F.FC1=C(C(=CC(=C1)C(=O)C1=CC=C2C(=CC=CN12)C=1C(=C2CCC(C2=CC1)O)C)F)NC(/C=C/C[NH2+][C@@H]1COCC1)=O